5-fluoro-4-[3-(2-hydroxypropan-2-yl)-4-methyl-5-oxo-4,5-dihydro-1H-1,2,4-triazol-1-yl]-N-(pent-3-yl)-2-[(2S)-pent-2-yloxy]benzamide FC=1C(=CC(=C(C(=O)NC(CC)CC)C1)O[C@@H](C)CCC)N1N=C(N(C1=O)C)C(C)(C)O